ClC1=NC=C(C2=C1NC=N2)C(=O)OC methyl 4-chloro-3H-imidazo[4,5-c]pyridine-7-carboxylate